C(CCC)C1=CC=C(C=C1)C1=CC=C2C(C(COC2=C1)(C)C)NC(O[C@@H]1CN2CCC1CC2)=O (S)-quinuclidin-3-yl (7-(4-butylphenyl)-3,3-dimethylchroman-4-yl)carbamate